CCCCCCCCOC1=CC(=C(C=C1)C(=O)C2=CC=CC=C2)O 2-hydroxy-4-n-octoxy-benzophenone